(2,6-dichloro-3,5-dimethoxybenzyl)-5-(2-nitrophenyl)-1H-pyrazol-3-amine ClC1=C(CN2N=C(C=C2C2=C(C=CC=C2)[N+](=O)[O-])N)C(=C(C=C1OC)OC)Cl